ClC1=NC2=CC=CN=C2C(=C1)N1CCC(CC1)(F)F 2-chloro-4-(4,4-difluoropiperidin-1-yl)-1,5-naphthyridine